ethyl 6-chloro-3-(3-((6-fluoronaphthalen-1-yl)oxy)propyl)-7-(1,3,5-trimethyl-1H-pyrazol-4-yl)-1H-indole-2-carboxylate ClC1=CC=C2C(=C(NC2=C1C=1C(=NN(C1C)C)C)C(=O)OCC)CCCOC1=CC=CC2=CC(=CC=C12)F